7-(2,5-dimethoxy-4-pyridyl)-2,3,4,5-tetrahydroazepine-1-carbaldehyde COC1=NC=C(C(=C1)C1=CCCCCN1C=O)OC